vinyl-triacetyl-oxysilane tert-butyl-2-(3-chloro-2-pyridinyl)-2-methyl-propanoate C(C)(C)(C)OC(C(C)(C)C1=NC=CC=C1Cl)=O.C(=C)[Si](OC(C)=O)(OC(C)=O)OC(C)=O